5-(4-((3-ethyl-2,4-dioxo-1,2,3,4-tetrahydrothieno[2,3-d]pyrimidin-6-yl)methyl)piperazin-1-yl)-N,6-dimethylpicolinamide C(C)N1C(NC2=C(C1=O)C=C(S2)CN2CCN(CC2)C=2C=CC(=NC2C)C(=O)NC)=O